undecanone CCCCCCCCCC(=O)C